1-(2-(6-(trifluoromethyl)imidazo[1,2-a]pyridin-3-yl)pyrimidin-4-yl)azetidine-3-carboxamide FC(C=1C=CC=2N(C1)C(=CN2)C2=NC=CC(=N2)N2CC(C2)C(=O)N)(F)F